N=1C=CN2C1C=C(C=C2)N2C(C[C@@H]2C2=CC=CC=C2)=O (R)-1-(4H-imidazolo[1,2-a]pyridin-7-yl)-4-phenylazetidin-2-one